C(C)OC(C[C@H](C=1C=C(C2=C(C=CS2)C1)CO)C=1C(=C2C(=NC1)N(N=N2)C)C)=O (3R)-3-(3,7-dimethyl-3H-[1,2,3]triazolo[4,5-b]pyridin-6-yl)-3-[7-(hydroxymethyl)-1-benzothien-5-yl]propionic acid ethyl ester